C(C=C)C(=O)N1C[C@@H](CCC1)N1C=C(C2=C1C(NN=C2N)=O)C2=CC=C(C=C2)OC2=C(C=CC=C2F)F (R)-1-(1-allylcarbonylpiperidin-3-yl)-4-amino-3-(4-(2,6-difluorophenoxy)phenyl)-1,6-dihydro-7H-pyrrolo[2,3-d]pyridazin-7-one